DL-O-Phosphoserine C(C(C(=O)O)N)OP(=O)(O)O